C1=CC=CC=2OC3=CC=CC=C3N(C12)CCC 3-(10H-Phenoxazin-10-yl)propan